NC1=NC(=CC(=C1)C[C@@H]1[C@H](N(C1=O)C(=O)N[C@H](CC)C1=CC=C(C=C1)Cl)C(=O)N(C)C1=CC=NN1C)C (2S,3R)-3-((2-amino-6-methylpyridin-4-yl)methyl)-N2-(1-methyl-1H-pyrazol-5-yl)-N1-((R)-1-(4-chlorophenyl)propyl)-N2-methyl-4-oxoazetidine-1,2-dicarboxamide